IC=1C=C(C=O)C=CC1 3-iodobenzaldehyde